C=CC(CCCCC)=O 1-Octen-3-one